NC1=NC(=C(C=C1C=1C=C2CCNC(C2=CC1)=O)C1=C(C=C(C(=C1)CN(C)C)N1CCOCC1)F)F 6-(2-amino-5-(5-((dimethylamino)methyl)-2-fluoro-4-morpholinophenyl)-6-fluoropyridin-3-yl)-3,4-dihydroisoquinolin-1(2H)-one